NC1C2=CC=CC=C2CC12CCN(CC2)C=2N=CC(=NC2CO)C=CC2=C(C(=NC=C2)O)Cl 4-(2-(5-(1-amino-1,3-dihydrospiro[indene-2,4'-piperidine]-1'-yl)-6-(hydroxymethyl)pyrazin-2-yl)vinyl)-3-chloropyridin-2-ol